(2R)-2-(tert-butoxycarbonylamino)-3-phenyl-propanoic acid C(C)(C)(C)OC(=O)N[C@@H](C(=O)O)CC1=CC=CC=C1